3-(2,6-dibenzyloxy-3-pyridyl)-5-methoxy-1-methyl-6-nitro-indazole C(C1=CC=CC=C1)OC1=NC(=CC=C1C1=NN(C2=CC(=C(C=C12)OC)[N+](=O)[O-])C)OCC1=CC=CC=C1